FC1=C2[C@H](N(C(C2=CC=C1C1=NC=CC(=C1)CN1C[C@@H](CC1)OC1=CC=CC=C1)=O)[C@@H]1C(NC(CC1)=O)=O)C (S)-3-((R)-4-fluoro-3-methyl-1-oxo-5-(4-(((R)-3-phenoxypyrrolidin-1-yl)methyl)pyridin-2-yl)isoindolin-2-yl)piperidine-2,6-dione